ClC1=CC(=C(C=C1)C1=CC(=NC(=C1)C1CC1)C=1OC2=C(N1)C=C(C=C2F)CNCC2(CCC2)O)C2=NN=CN2C 1-({[(2-{4-[4-chloro-2-(4-methyl-1,2,4-triazol-3-yl)phenyl]-6-cyclopropylpyridin-2-yl}-7-fluoro-1,3-benzooxazol-5-yl)methyl]Amino}methyl)cyclobutan-1-ol